mesyl sulphate S(=O)(=O)(OS(=O)(=O)C)[O-]